bisdocosyl-dimethyl-ammonium chloride [Cl-].C(CCCCCCCCCCCCCCCCCCCCC)[N+](C)(C)CCCCCCCCCCCCCCCCCCCCCC